C(C)(C)(C)OC(CCCCNC1=CC=C(C=C1)COC(=O)OC1=C(C(=C(C(=C1F)F)F)F)F)=O 5-[4-[(2,3,4,5,6-pentafluorophenoxy)carbonyloxymethyl]anilino]pentanoic acid tert-butyl ester